NCCCCCCN(C(=O)C1=CC2=CC(=C(C(=C2C=C1)[N+](=O)[O-])O)O)CC N-(6-aminohexyl)-N-ethyl-6,7-dihydroxy-5-nitro-naphthalene-2-carboxamide